BrC=1C=C2C=NN(C2=CC1C)C1OCCCC1 5-bromo-6-methyl-1-(tetrahydro-2H-pyran-2-yl)-1H-indazole